BrC1=CN(C=2N=CN=CC21)S(=O)(=O)C2=CC=C(C)C=C2 5-bromo-7-p-toluenesulfonyl-7H-pyrrolo[2,3-d]Pyrimidine